CC1=CC=C2C(=C(N=NC2=C1)OC1=CC(=CC=C1)C(F)(F)F)C(=O)O 7-methyl-3-(3-(trifluoromethyl)phenoxy)cinnoline-4-carboxylic acid